CCCCCCCCCCCCCCCCCC/C=C\OC[C@H](COP(=O)([O-])OCC[N+](C)(C)C)OC(=O)CCCCCCCCC/C=C\C/C=C\CCCCC 1-(1Z-eicosenyl)-2-(11Z,14Z-eicosadienoyl)-glycero-3-phosphocholine